N-(2-(4-(2-(2,6-dioxopiperidin-3-yl)-4,6-difluoro-1-oxoisoindolin-5-yl)-4-hydroxypiperidin-1-yl)ethyl)-N-methylbenzenesulfonamide O=C1NC(CCC1N1C(C2=CC(=C(C(=C2C1)F)C1(CCN(CC1)CCN(S(=O)(=O)C1=CC=CC=C1)C)O)F)=O)=O